N-[[4-(2-methylpropyloxy)phenyl]methyl]pyridin-2-amine CC(COC1=CC=C(C=C1)CNC1=NC=CC=C1)C